androstane-3β,17α-diol C[C@@]12[C@@H](CC[C@H]1[C@@H]1CCC3C[C@H](CC[C@]3(C)[C@H]1CC2)O)O